The molecule is a 3-methoxy-4-hydroxy-5-all-trans-polyprenylbenzoate in which the polyprenyl chain contains 6 prenyl units; major species at pH 7.3. It has a role as a Saccharomyces cerevisiae metabolite. It is a conjugate base of a 3-hexaprenyl-4-hydroxy-5-methoxybenzoic acid. CC(=CCC/C(=C/CC/C(=C/CC/C(=C/CC/C(=C/CC/C(=C/CC1=C(C(=CC(=C1)C(=O)O)OC)[O-])/C)/C)/C)/C)/C)C